C(C#C)OCCN(CCCCCNC(CBr)=O)CCOCC#C N-(5-(bis(2-(prop-2-yn-1-yloxy)ethyl)amino)pentyl)-2-bromoacetamide